N-((4-((3-aminophenyl)amino)-2-((1-methyl-1H-pyrazol-4-yl)amino)pyrimidin-5-yl)methyl)-N-phenylacetamide NC=1C=C(C=CC1)NC1=NC(=NC=C1CN(C(C)=O)C1=CC=CC=C1)NC=1C=NN(C1)C